(R)-(-)-4-methyl-2,2-dioxo-1,3,2-dioxathiolane C[C@H]1OS(OC1)(=O)=O